CN(CCN1N=C2C=C(C=C(C2=C1)C1=NN=C(N1)C1=CC(=NN1CC)C)C(=O)N)C 2-[2-(dimethylamino)ethyl]-4-[5-(1-ethyl-3-methyl-1H-pyrazol-5-yl)-4H-1,2,4-triazol-3-yl]-2H-indazole-6-carboxamide